C(C=C)OCC(CC)(COCC=C)COCC=C 1-(2-propenyloxy)-2,2-bis[(2-propenyloxy)-methyl]-butane